tetrahydroNaphthalene C1CCC2=CC=CC=C2C1